(S)-1-(3-(4-methoxyphenyl)-1,2,4-oxadiazol-5-yl)-N-((1-((1-methylpiperidin-4-yl)methyl)pyrrolidin-3-yl)methyl)piperidine-4-carboxamide COC1=CC=C(C=C1)C1=NOC(=N1)N1CCC(CC1)C(=O)NC[C@H]1CN(CC1)CC1CCN(CC1)C